butyl 6-(4-(5-chloro-6-methyl-1-tosyl-1H-indazol-4-yl)-3-(6-methoxypyridin-3-yl)-5-methyl-1H-pyrazol-1-yl)-2-azaspiro[3.3]heptane-2-carboxylate ClC=1C(=C2C=NN(C2=CC1C)S(=O)(=O)C1=CC=C(C)C=C1)C=1C(=NN(C1C)C1CC2(CN(C2)C(=O)OCCCC)C1)C=1C=NC(=CC1)OC